2,2',2'',5'-tetrakis(trifluoromethyl)-[1,1':4',1''-terphenyl]-4,4''-diamine FC(C1=C(C=CC(=C1)N)C1=C(C=C(C(=C1)C(F)(F)F)C1=C(C=C(C=C1)N)C(F)(F)F)C(F)(F)F)(F)F